C(CCCCCCCCCCCCCCC)(=O)OCCCC(OC(NCCCN(CCCCN(C)C)C)=O)CCCOC(CCCCCCCCCCCCCCC)=O [3-(dimethylamino) propyl]-11-methyl-6-oxo-4-{3-[(1-oxohexadecyl) oxy] propyl}-7,11-diaza-5-oxadodec-1-yl hexadecanoate